C(C=C)(=O)N1C[C@H]2CN(CC[C@H]2C1)C=1C(=C(C=CC1)NC1=C(N=NC(=C1)NC(=O)C1CC1)C(=O)NC([2H])([2H])[2H])OC 4-((3-((3aR,7aR)-2-acryloyloctahydro-5H-pyrrolo[3,4-c]pyridin-5-yl)-2-methoxyphenyl)amino)-6-(cyclopropanecarboxamido)-N-(methyl-d3)pyridazine-3-carboxamide